N-{[4-(furan-2-yl)phenyl]methyl}-6-methyl-1-(2-methylpropanoyl)-4-{[2-(pyridin-4-yl)phenyl]methyl}piperazine-2-carboxamide O1C(=CC=C1)C1=CC=C(C=C1)CNC(=O)C1N(C(CN(C1)CC1=C(C=CC=C1)C1=CC=NC=C1)C)C(C(C)C)=O